4-(2,2-difluoroethoxy)-6-((3-morpholinobicyclo[1.1.1]pentan-1-yl)amino)pyrimidine-5-carboxylic acid FC(COC1=NC=NC(=C1C(=O)O)NC12CC(C1)(C2)N2CCOCC2)F